Monooctadecyl Ether C(CCCCCCCCCCCCCCCCC)OCCCCCCCCCCCCCCCCCC